BrC1=C(OC2=C(C3=CC=C(C(=C3C=C2)C2=CC=CC=C2)OC2=C(C=C(C=C2)Cl)Br)C2=CC=CC=C2)C=CC(=C1)Cl 2,6-bis(2-bromo-4-chlorophenoxy)-1,5-diphenylnaphthalene